C(C)(C)(C)NS(=O)(=O)C1=CC(=CC=C1)NC1=NC(=NC=C1C)NC1=CC=C(C=C1)N1CCN(CC1)C(CCCCCCNC1=C2C(N(C(C2=CC=C1)=O)C1C(NC(CC1)=O)=O)=O)=O N-(tert-butyl)-3-((2-((4-(4-(7-((2-(2,6-dioxopiperidin-3-yl)-1,3-dioxoisoindolin-4-yl)amino)heptanoyl)piperazin-yl)phenyl)amino)-5-methylpyrimidin-4-yl)amino)benzenesulfonamide